C12CC(CC(CC1)N2)OC=2C=C1C(=NC=NC1=CC2)NC2=C(C(=C(C=C2)OC2=CC1=C(N(C=N1)C)C=C2)C)F 6-((exo-8-Azabicyclo[3.2.1]octan-3-yl)oxy)-N-(2-fluoro-3-methyl-4-((1-methyl-1H-benzo[d]imidazol-5-yl)oxy)phenyl)quinazolin-4-amine